BrC1=C(C(=C(C=C1)F)F)C(F)(F)F 1-bromo-3,4-difluoro-2-(trifluoromethyl)benzene